O1C(=C(C=C1)C(=O)[O-])C=1OC=CC1.[Na+] sodium bifuranate